N1CCC1 (2S)-azetidin